ClC=1N=C(C2=C(N1)C=C(S2)C(=O)N2CCC(CC2)C(C)(C)O)N2CCOCC2 (2-chloro-4-morpholinothieno[3,2-d]pyrimidin-6-yl)(4-(2-hydroxypropan-2-yl)piperidin-1-yl)methanone